FC1=C(C=CC(=C1)C(NC1=NC=CC(=C1)C(F)(F)F)=O)B(O)O (2-fluoro-4-((4-(trifluoromethyl)pyridin-2-yl)carbamoyl)phenyl)boronic acid